5-((5-(4-cyanophenoxy)pentyl)oxy)pyridinecarbonitrile C(#N)C1=CC=C(OCCCCCOC=2C=CC(=NC2)C#N)C=C1